(1S,2S)-2-fluoro-N-(6-(4-fluoro-2,3-dimethylphenyl)imidazo[1,2-a]pyridin-2-yl)cyclopropane-1-carboxamide F[C@@H]1[C@@H](C1)C(=O)NC=1N=C2N(C=C(C=C2)C2=C(C(=C(C=C2)F)C)C)C1